5-benzyl-N-(9-bromo-1-methyl-2-oxo-1,2,3,4-tetrahydro-[1,4]diazepino[3,2,1-hi]indol-3-yl)-4H-1,2,4-triazole-3-carboxamide C(C1=CC=CC=C1)C=1NC(=NN1)C(=O)NC1C(N(C=2C=C(C=C3C=CN(C23)C1)Br)C)=O